3-(4-((2,7-Diazaspiro[3.5]non-7-yl)methyl)-2-methoxybenzyl)-5-butoxy-1H-pyrazolo[4,3-d]pyrimidin-7-amine C1NCC12CCN(CC2)CC2=CC(=C(CC1=NNC3=C1N=C(N=C3N)OCCCC)C=C2)OC